tert-Butyl (3-fluoro-5-(1-(3-(methylsulfonyl)phenyl)-1H-pyrazol-4-yl)benzyl)carbamate FC=1C=C(CNC(OC(C)(C)C)=O)C=C(C1)C=1C=NN(C1)C1=CC(=CC=C1)S(=O)(=O)C